2-(2-chloro-benzylamino)-4,5,6,7-tetrahydro-benzo[b]thiophene-3-carboxylic acid amide ClC1=C(CNC2=C(C3=C(S2)CCCC3)C(=O)N)C=CC=C1